CN1N=C(C=C1)NC=1SC(=CN1)C(=O)O 2-[(1-methylpyrazol-3-yl)amino]thiazole-5-carboxylic acid